6-fluoro-3-(1-isopropyl-4-methylpiperidine-4-yl)-4H-benzo[4,5]imidazo[1,2-b]pyrazole-8-carboxamide FC=1C=C(C2=C(NC=3N2N=CC3C3(CCN(CC3)C(C)C)C)C1)C(=O)N